(1s,2s)-2-fluoro-N-(6-(2-methyl-5-(1H-pyrrol-3-yl)phenyl)imidazo[1,2-a]pyridin-2-yl)cyclopropane-1-carboxamide F[C@@H]1[C@@H](C1)C(=O)NC=1N=C2N(C=C(C=C2)C2=C(C=CC(=C2)C2=CNC=C2)C)C1